4,4'-dihydroxybiphenyl dirubidium salt [Rb].[Rb].OC1=CC=C(C=C1)C1=CC=C(C=C1)O